FC=1C=C(C=C(C1CNCCS(=O)(=O)O)OC)C1=C(C(=CC=C1)C1=C(C(=CC=C1)C1=CC(=C(C(=C1)OC)CNCCS(=O)(=O)O)F)C)C 2,2'-(((3,3'''-difluoro-5,5'''-dimethoxy-2',2''-dimethyl-[1,1':3',1'':3'',1'''-quaterphenyl]-4,4'''-diyl)bis(methylene))bis(azanediyl))-bis(ethane-1-sulfonic acid)